[C@H]12OC[C@H](N(C1)C(CC)=O)C2 1-[(1R,4R)-2-oxa-5-azabicyclo[2.2.1]heptan-5-yl]propan-1-one